C(CC)NP(N)(N)=S n-propylthiophosphoric triamide